1-(5-fluoro-2-methylphenyl-3-methyl-1H-pyrazol-5-yl)-2-azaspiro[3.3]heptane FC=1C=CC(=C(C1)N1N=C(C=C1C1NCC12CCC2)C)C